6'-(((1S,3S)-3-((3-(4-Methoxybenzyl)-3H-imidazo[4,5-b]pyridin-2-yl)amino)cyclopentyl)amino)-2-oxo-2H-[1,3'-bipyridine]-5-carbonitrile COC1=CC=C(CN2C(=NC=3C2=NC=CC3)N[C@@H]3C[C@H](CC3)NC3=CC=C(C=N3)N3C(C=CC(=C3)C#N)=O)C=C1